methyl (R)-4-(1-(4-(3-bromo-4-hydroxybenzyl)morpholine-3-carboxamido) cyclopropyl)benzoate BrC=1C=C(CN2[C@H](COCC2)C(=O)NC2(CC2)C2=CC=C(C(=O)OC)C=C2)C=CC1O